FC(OC=1C(=C(C=CC1)N1N=NN(C1=O)C)COC1=C(C=C(C=C1)C1=NN(C=C1)C)C)F 1-[3-difluoromethoxy-2-[[2-methyl-4-(1-methylpyrazol-3-yl)phenoxy]methyl]phenyl]-4-methyltetrazol-5-one